4-(4-(hydroxymethyl)-1H-1,2,3-triazol-1-yl)phenol OCC=1N=NN(C1)C1=CC=C(C=C1)O